8-(1-tetrahydropyran-2-ylpyrazol-4-yl)-1,4-dioxa-8-azaspiro[4.5]decane O1C(CCCC1)N1N=CC(=C1)N1CCC2(OCCO2)CC1